ClC1=CNC2=NC=CC(=C21)OC2=CC(=C(C=C2)NC(=O)NC2=CC(=C(C=C2)CN2CCN(CC2)C(C)C)C(F)(F)F)F 1-(4-((3-chloro-1H-pyrrolo[2,3-b]pyridin-4-yl)oxy)-2-fluorophenyl)-3-(4-((4-isopropylpiperazin-1-yl)methyl)-3-(trifluoromethyl)phenyl)urea